N-(6-fluoropyridin-2-yl)-3-((13S,15R)-13-methyl-17-oxo-7,8,9,11,12,13,14,15,16,17-decahydro-6H-cyclopenta[a]phenanthren-15-yl)propanamide FC1=CC=CC(=N1)NC(CC[C@H]1C2C3CCC=4C=CC=CC4C3CC[C@@]2(C(C1)=O)C)=O